OC1=CC(=CC(=N1)C(=O)OC)OC methyl 6-hydroxy-4-methoxypyridineformate